5-(1-azido-2-((tert-butyldiphenylsilyl)oxy)ethyl)-2-chloropyridine N(=[N+]=[N-])C(CO[Si](C1=CC=CC=C1)(C1=CC=CC=C1)C(C)(C)C)C=1C=CC(=NC1)Cl